FC1(C(C2=C(SC=C2)C1=C(C#N)C#N)=C(C#N)C#N)F (5,5-difluoro-4H-cyclopenta[b]thiophene-4,6(5H)-diylidene)dimalononitrile